C1(CCCCC1)NC(OC1=CC(=CC=C1)C=1C=NC=C(C1)C=1SC=CC1)=O 3-(5-(thiophen-2-yl)pyridin-3-yl)phenyl cyclohexylcarbamate